ClC1=NN(C=2C1=NC=CC2)C2OCCCC2 chloro-1-(tetrahydro-2H-pyran-2-yl)-1H-pyrazolo[4,3-b]pyridine